O[C@H](COC1=C(N(N=C1)C)C1=CC=2N(C=C1)N=C(C2)NC(=O)C2CC2)C2=CC=CC=C2 N-[5-[4-[(2S)-2-hydroxy-2-phenyl-ethoxy]-2-methyl-pyrazol-3-yl]pyrazolo[1,5-a]pyridin-2-yl]cyclopropanecarboxamide